2,2'-dibromodiphenyl sulfide C1=CC=C(C(=C1)SC2=CC=CC=C2Br)Br